3-(9-fluoro-2-(4-(2,2,2-trifluoro-1-hydroxyethyl)piperidine-1-carbonyl)-1,2,3,4-tetrahydro-[1,4]diazepino[6,7,1-hi]indol-7-yl)-4-(imidazo[1,2-a]pyridin-3-yl)-1H-pyrrole-2,5-dione FC=1C=C2C(=CN3C2=C(C1)CN(CC3)C(=O)N3CCC(CC3)C(C(F)(F)F)O)C=3C(NC(C3C3=CN=C1N3C=CC=C1)=O)=O